FC1=CC=2C(=NSN2)C=C1 5-fluorobenzo[c][1,2,5]thiadiazole